tert-butyl (2-hydroxy-4-isopropyl-2H-benzo[e][1,2]oxaborinin-6-yl)carbamate OB1OC2=C(C(=C1)C(C)C)C=C(C=C2)NC(OC(C)(C)C)=O